[Zn].[Sn].[In].[Ga] gallium-indium-tin Zinc